5-(ethoxymethyl)pyrazin-2-amine C(C)OCC=1N=CC(=NC1)N